(S)-5-(5-isopropyl-1,2,4-oxadiazol-3-yl)-2,3-dihydrospiro[indene-1,4'-oxazolidin]-2'-one C(C)(C)C1=NC(=NO1)C=1C=C2CC[C@]3(NC(OC3)=O)C2=CC1